O[C@H]1C[C@@H](NC1)C(=O)N[C@H](C(=O)N[C@@H](CN1C(NCC1)=O)C(C(=O)NC)=O)CC(C)C (2R,4S)-4-hydroxy-N-((S)-4-methyl-1-(((S)-4-(methylamino)-3,4-dioxo-1-(2-oxoimidazolidin-1-yl)butan-2-yl)amino)-1-oxopentan-2-yl)pyrrolidine-2-carboxamide